N=1N(N=CC1)C1=C(C=C(C=N1)NC(=O)N1C[C@H]([C@H](C2=C(C=CC=C12)Br)C)C)C(F)(F)F cis-N-(6-(2H-1,2,3-Triazol-2-yl)-5-(trifluoromethyl)pyridin-3-yl)-5-bromo-3,4-dimethyl-3,4-dihydroquinoline-1(2H)-carboxamide